(1s,2r)-2-methyl-N-(8-((methyl-d3)amino)-5-(5-morpholinylbenzo[d]oxazol-2-yl)-2,7-naphthyridin-3-yl)cyclopropane-1-carboxamide Diisopropyl-sulfite Tris(trimethylsilyl)borate C[Si](C)(C)OB(O[Si](C)(C)C)O[Si](C)(C)C.C(C)(C)OS(=O)OC(C)C.C[C@H]1[C@H](C1)C(=O)NC=1N=CC2=C(N=CC(=C2C1)C=1OC2=C(N1)C=C(C=C2)N2CCOCC2)NC([2H])([2H])[2H]